6-methoxy-2-((5r,8r)-1-methyl-2-oxo-3-oxa-1-azaspiro[4.5]Decane-8-yl)-2H-indazole-5-carboxamide COC=1C(=CC2=CN(N=C2C1)C1CCC2(COC(N2C)=O)CC1)C(=O)N